C1=CC=CC=2NC3=CC=CC=C3C(C12)=O 9H-acridine-9-one